NCC[C@H](C1=CC=CC=C1)NC(=O)C=1N(C2=CC=C(C(=C2C1)Cl)Cl)C |r| (±)-N-(3-amino-1-phenyl-propyl)-4,5-dichloro-1-methyl-indole-2-carboxamide